CCCC(C)C(=O)OCC ETHYL 2-METHYL PENTANOATE